CN(C1CCC2(CCN(CC2)S(=O)(=O)CC(F)(F)F)CC1)C=1C2=C(N=CN1)NC=C2 Methyl-(7H-pyrrolo[2,3-d]pyrimidin-4-yl)-[3-(2,2,2-trifluoro-ethanesulfonyl)-3-aza-spiro[5.5]undec-9-yl]-amine